(S)-N-(7-chloro-6-(1-((3R,4R)-4-hydroxy-3-methyltetrahydrofuran-3-yl)piperidin-4-yl)isoquinolin-3-yl)tetrahydro-2H-pyran-2-carboxamide ClC1=C(C=C2C=C(N=CC2=C1)NC(=O)[C@H]1OCCCC1)C1CCN(CC1)[C@@]1(COC[C@@H]1O)C